FC1(CCC(CC1)NC1=NC(=NC(=C1)N1CCOCC1)C=1SC(=CN1)C)F N-(4,4-difluorocyclohexyl)-2-(5-methylthiazol-2-yl)-6-morpholinopyrimidin-4-amine